O[C@@H]1C[C@H](N(C1)C([C@H](C)N(C(CCOC)=O)C)=O)C(=O)NCC1=CC=C(C=C1)C1=C(N=CS1)C (2S,4R)-4-hydroxy-1-((S)-2-(3-methoxy-N-methylpropanamido)propionyl)-N-(4-(4-methylthiazol-5-yl)benzyl)pyrrolidine-2-carboxamide